CC(CN(C1=CC(=NC2=C(N=CC=C12)C1=CC=NN1C1OCCCC1)N1[C@@H](COCC1)C)C)(C)C N-(2,2-dimethylpropyl)-N-methyl-2-[(3R)-3-methylmorpholin-4-yl]-8-[1-(tetrahydro-2H-pyran-2-yl)-1H-pyrazol-5-yl]-1,7-naphthyridin-4-amine